C1NCC12CC(C2)N2CCN(CC2)C=2C=NC(=NC2)N2[C@H](C1=C(NC=3N=NC(=CC31)C3=C(C=CC=C3)O)CC2)C (S)-2-(6-(5-(4-(2-azaspiro[3.3]heptan-6-yl)piperazin-1-yl)pyrimidin-2-yl)-5-methyl-6,7,8,9-tetrahydro-5H-pyrido[3',4':4,5]pyrrolo[2,3-c]pyridazin-3-yl)phenol